C12(CC(C1)C2)C2=C(C=CC=C2C(F)(F)F)S(=O)(=O)NC (bicyclo[1.1.1]pentan-1-yl)-N-methyl-3-(trifluoromethyl)benzenesulfonamide